C(C)(=O)NC1=CC=C(C=N1)N1C(N(C2=C1C=CC=C2)CC2CCC(CC2)NC(C2=C(N=CC(=C2)Cl)C(F)F)=O)=O N-((1r,4r)-4-((3-(6-acetamidopyridin-3-yl)-2-oxo-2,3-dihydro-1H-benzo[d]imidazol-1-yl)methyl)cyclohexyl)-5-chloro-2-(difluoromethyl)nicotinamide